OC1=C(C=C(C=C1)C1=CC=NC2=CC(=CC=C12)C1=CC=CC=C1)C 4-(4-hydroxy-3-methylphenyl)-7-phenyl-quinoline